FCC(=O)[O-] 2-fluoro-acetate